C(C)S(=O)(=O)C=1C=C(C(=O)O)C=CN1 2-(ethylsulfonyl)isonicotinic acid